N-(1-(2-fluorophenyl)-1,7-dihydropyrano[3,4-c]pyrazol-4(5H)-ylidene)-2-methylpropane-2-sulfinamide FC1=C(C=CC=C1)N1N=CC2=C1COCC2=NS(=O)C(C)(C)C